6-bromo-1-((5-methylpyridin-3-yl)methyl)-1H-pyrazolo[4,3-b]pyridine BrC=1C=C2C(=NC1)C=NN2CC=2C=NC=C(C2)C